NC=1C=CC2=C(OCC(N2CC2=C(C=CC=C2F)Cl)=O)C1 7-amino-4-(2-chloro-6-fluorobenzyl)-2H-benzo[b][1,4]oxazin-3(4H)-one